NC=1C(=NC(=CC1C1=C2C=NNC2=CC=C1C)NC1=CC=CC=C1)C(=O)N 3-amino-4-(5-methyl-1H-indazol-4-yl)-6-(phenylamino)pyridinecarboxamide